C1N(CCC2=CC=CC=C12)C[C@H](CN1C(C2=CC=C(C=C2CC1)NC1COC1)=O)O 2-[(2R)-3-(3,4-dihydro-1H-isoquinolin-2-yl)-2-hydroxy-propyl]-6-(oxetan-3-ylamino)-3,4-dihydroisoquinolin-1-one